trimethyl-(propynyl)silane C[Si](C#CC)(C)C